C(=O)(OC(C)(C)C)N1CCN(CC1)C(C(=O)O)C1=CC=CC=C1 2-(4-Boc-piperazino)-2-phenylacetic acid